tert-butyl N-[(3S)-1-{5-[2-(2,6-difluorophenyl)-3-oxopyridazine-4-amido]-2-(3-fluoropyridin-4-yl)-1-methyl-1,3-benzodiazol-4-yl}pyrrolidin-3-yl]carbamate FC1=C(C(=CC=C1)F)N1N=CC=C(C1=O)C(=O)NC1=C(C2=C(N(C(=N2)C2=C(C=NC=C2)F)C)C=C1)N1C[C@H](CC1)NC(OC(C)(C)C)=O